tert-butyl ((trans)-4-((((trans)-4-aminocyclohexyl)methyl)(ethyl)amino)cyclohexyl)carbamate N[C@@H]1CC[C@H](CC1)CN([C@@H]1CC[C@H](CC1)NC(OC(C)(C)C)=O)CC